methyl (2S,3R,6R)-2-(but-3-yn-1-yl)-3,6-dimethyl-5-methylene-4-oxotetrahydro-2H-pyran-3-carboxylate C(CC#C)[C@@H]1O[C@@H](C(C([C@@]1(C(=O)OC)C)=O)=C)C